C1(CC1)C=1N=C(C(=NC1CC)C(=O)N)NC1=CC(=CC(=C1)F)CCNC(C(C)N(C(C=CCN(C)C)=O)C)=O 5-cyclopropyl-3-((3-(2-(2-(4-(dimethylamino)-N-methylbut-2-enamido)propanamido)ethyl)-5-fluorophenyl)amino)-6-ethylpyrazine-2-carboxamide